2-(4-(3-(4-(4-Acryloylpiperazin-1-yl)-3-(trifluoromethyl)phenyl)ureido)phenyl)-N-methyl-1,5-naphthyridine-4-carboxamide C(C=C)(=O)N1CCN(CC1)C1=C(C=C(C=C1)NC(NC1=CC=C(C=C1)C1=NC2=CC=CN=C2C(=C1)C(=O)NC)=O)C(F)(F)F